C(CCCCCCCCCCCCCCC)(=O)OC[C@@H](OC(C)=O)COP(=O)([O-])OCC[N+](C)(C)C 1-palmitoyl-2-acetyl-sn-glycero-3-phosphocholine